C1=CC=CC=2C3=CC=CC=C3N(C12)C1=CC2=C(SC3=C2C=CC=C3)C(=C1)B(O)O 2-(9H-carbazol-9-yl)dibenzo[b,d]Thien-4-yl-boronic acid